5-(5-fluoro-2-((5-(4-(methylsulfonyl)piperazin-1-yl)pyridin-2-yl)amino)pyrimidin-4-yl)-N,4-dimethylthiazol-2-amine FC=1C(=NC(=NC1)NC1=NC=C(C=C1)N1CCN(CC1)S(=O)(=O)C)C1=C(N=C(S1)NC)C